ClC1=CC=C(C=C1)C1=C(C=CC=C1Cl)NC1=C(C(=O)O)C=CC=C1 2-(4',6-dichloro-[1,1'-biphenyl]-2-ylamino)benzoic acid